C(C1=CC=CC=C1)NC(N(C1=NC=C(C=C1)C=1C=NN(C1)C)[C@@H]1CC[C@H](CC1)NC1=NC=C(C(=N1)C1=C(C=C(C=C1)F)OC)C#N)=O 3-benzyl-1-(trans-4-((5-cyano-4-(4-fluoro-2-methoxyphenyl)pyrimidin-2-yl)amino)cyclohexyl)-1-(5-(1-methyl-1H-pyrazol-4-yl)pyridin-2-yl)urea